11,15-dioxo-3-[2-({α-D-mannopyranosyl-(1->3)-[α-D-mannopyranosyl-(1->6)]-α-D-mannopyranosyl}oxy) ethyl]-3,10,13,16-tetraazadocosan-22-oate O=C(NCCCCCCN(CC)CCO[C@@H]1[C@@H](O)[C@@H](O[C@@H]2[C@@H](O)[C@@H](O)[C@H](O)[C@H](O2)CO)[C@H](O)[C@H](O1)CO[C@@H]1[C@@H](O)[C@@H](O)[C@H](O)[C@H](O1)CO)CNCC(NCCCCCC(=O)[O-])=O